BrC=1SC(=C(C1Br)CBr)Br 2,3,5-tribromo-4-(bromomethyl)thiophene